C(=O)(O)C1=CC=C(C=C1)NC=CC1=C(C(=NO1)C1=C(C=CC=C1Cl)Cl)C#N 5-[2-(4-carboxyphenylamino)vinyl]-4-cyano-3-(2,6-dichlorophenyl)isoxazole